[Pd](Cl)Cl.C1(=CC=CC=C1)P([C-]1C=CC=C1)C1=CC=CC=C1.[C-]1(C=CC=C1)P(C1=CC=CC=C1)C1=CC=CC=C1.[Fe+2] 1,1'-Bisdiphenylphosphinoferrocene palladium dichloride